tert-butyl (endo)-5-((3-amino-7-chloro-2-(3-(dimethylamino)azetidin-1-yl)-8-fluoro-1,6-naphthyridin-4-yl)amino)-2-azabicyclo[2.1.1]hexane-2-carboxylate NC=1C(=NC2=C(C(=NC=C2C1NC1C2CN(C1C2)C(=O)OC(C)(C)C)Cl)F)N2CC(C2)N(C)C